1,2-bis(4-isopropylthiophenyl)ethaneN C(C)(C)SC1=CC=C(C=C1)C=CC1=CC=C(C=C1)SC(C)C